D-5-oxoproline O=C1CC[C@@H](N1)C(=O)O